C(C)(C)(C)OC(=O)N1C2CC2NCC1 tert-butyl-2,5-diazabicyclo[4.1.0]heptane-2-carboxylate